CN(C=1C=C(CN(C2=CC(=NC=C2)COCCOCC2=CC(=CC=C2)OC)CC2=CC(=CC=C2)OC)C=CC1)C N-(3-(dimethylamino)benzyl)-N-(3-methoxybenzyl)-2-((2-(3-methoxybenzyloxy)ethoxy)methyl)pyridin-4-amine